3,3-Difluoro-2-(methoxymethoxy)cyclopent-1-ene-1-carboxylic acid ethyl ester C(C)OC(=O)C1=C(C(CC1)(F)F)OCOC